C(C=C)(=O)N1CC2(C1)CN(CC2)C2=NC=1CCCCC1C(=N2)N[C@H](CC(=O)NC)CC(C)C (S)-3-((2-(2-acryloyl-2,6-diazaspiro[3.4]octan-6-yl)-5,6,7,8-tetrahydroquinazolin-4-yl)amino)-N,5-dimethylhexanamide